C(C)(C)(C)OC(N(C1=C(C=2C(=NC(=C(C2)C)C)N1C1=C(C(=CC=C1C)S(N)(=O)=O)C)C#N)C(=O)OC(C)(C)C)=O (Tert-Butoxycarbonyl)(3-cyano-1-(2,6-dimethyl-3-sulfamoylphenyl)-5,6-dimethyl-1H-pyrrolo[2,3-b]pyridin-2-yl)carbamic acid tert-butyl ester